CC1=CC=C(C=C1)S(=O)(=O)O.C(#N)[C@H]1N(CCC1)C(CNC(=O)C1=CC=NC2=CC=C(C=C12)N1N=NC(=C1)C(=O)OCCCN)=O (S)-3-aminopropyl 1-(4-(2-(2-cyanopyrrolidin-1-yl)-2-oxoethylcarbamoyl)quinolin-6-yl)-1H-1,2,3-triazole-4-carboxylate 4-methylbenzenesulfonate